C(C)(C)(C)C1=C(N=CN1)\C=C/1\C(N(\C(\C(N1)=O)=C/C1=C(C=CC(=C1)F)F)CC(C(=O)OC(C)(C)C)=C)=O tert-butyl 2-(((Z)-3-((5-(tert-butyl)-1H-imidazol-4-yl)methylene)-6-((Z)-2,5-difluorobenzylidene)-2,5-dioxopiperazin-1-yl)methyl)acrylate